[O-2].[Sr+2] strontium-oxide